C(#N)C1=CC=C(OC(C(=O)NC=2SC3=C(N2)C=C(C(=C3)OC)OC)C3=CC=C(C=C3)S(=O)(=O)CC3CC3)C=C1 2-(4-Cyano-phenoxy)-2-(4-cyclopropylmethanesulfonyl-phenyl)-N-(5,6-dimethoxy-benzothiazol-2-yl)-acetamide